CC/C=C\C/C=C\C/C=C\C/C=C\CCCCC(=O)OC[C@H](COP(=O)([O-])OCC[N+](C)(C)C)OC(=O)CCCC/C=C\C/C=C\C/C=C\C/C=C\CC 1,2-di-(6Z,9Z,12Z,15Z-octadecatetraenoyl)-sn-glycero-3-phosphocholine